N1=CC(=CC=C1)CCC(=O)O 3-(pyridine-3-yl)propionic acid